6-cyclopropoxy-5-((1s,5s)-2-methyl-2,6-diazabicyclo[3.2.0]hept-6-yl)quinazolin-4-amine C1(CC1)OC=1C(=C2C(=NC=NC2=CC1)N)N1[C@H]2CCN([C@H]2C1)C